ClC=1C=CC=C2C=CC=C(C12)C1=CC=C2C(=NC(=NC2=C1F)OCC12CCCN2CCC1)N1C[C@@H](NCC1)CC#N (S)-2-(4-(7-(8-chloronaphth-1-yl)-8-fluoro-2-((tetrahydro-1H-pyrrolizin-7a(5H)-yl)methoxy)quinazolin-4-yl)piperazin-2-yl)acetonitrile